C(C1=CC=CC=C1)O[C@@H]1[C@@H](CO[C@@H]([C@@H]1OCC1=CC=CC=C1)COCC1=CC=CC=C1)CCC(=O)O 3-((3R,4R,5R,6R)-4,5-bis(benzyloxy)-6-((benzyloxy)methyl)tetrahydro-2H-pyran-3-yl)propanoic Acid